tert-butyl (2S,4S)-2-(((3R,5R)-5-(aminomethyl)-1-isobutyrylpyrrolidin-3-yl)carbamoyl)-4-fluoropyrrolidine-1-carboxylate NC[C@H]1C[C@H](CN1C(C(C)C)=O)NC(=O)[C@H]1N(C[C@H](C1)F)C(=O)OC(C)(C)C